2,5-Dihydrazinopyridine-4-carboxylic acid N(N)C1=NC=C(C(=C1)C(=O)O)NN